(5-(piperidin-4-yl)-2-(1H-pyrazolo[3,4-b]pyridin-4-yl)-1H-indol-3-yl)methanol N1CCC(CC1)C=1C=C2C(=C(NC2=CC1)C1=C2C(=NC=C1)NN=C2)CO